(5s)-5-AMINO-5-(2-PIPERIDYLPHENYL)PENTANOIC ACID N[C@@H](CCCC(=O)O)C1=C(C=CC=C1)C1NCCCC1